O1COC2=C1C=CC(=C2)NC2=NC=C(C(=N2)N2N=CC(=C2)C(=O)NC(CO)C2=CC(=CC=C2)Cl)C 1-(2-(benzo[d][1,3]dioxol-5-ylamino)-5-methylpyrimidin-4-yl)-N-(1-(3-chloro-phenyl)-2-hydroxy-ethyl)-1H-pyrazole-4-carboxamide